C1(=CC=CC=C1)CCC(=O)O[C@H]1[C@H](NC[C@@H]1O)CC1=CC=C(C=C1)OC (2R,3S,4S)-4-hydroxy-2-[(4-methoxyphenyl)methyl]pyrrolidin-3-yl 3-phenylpropanoate